5-(1-(2-(2-(2-(4-(4-amino-3-(4-phenoxyphenyl)-1H-pyrazolo[3,4-d]pyrimidin-1-yl)piperidin-1-yl)ethoxy)ethoxy)ethyl)piperidin-4-yl)-2-(2,6-dioxopiperidin-3-yl)isoindoline-1,3-dione NC1=C2C(=NC=N1)N(N=C2C2=CC=C(C=C2)OC2=CC=CC=C2)C2CCN(CC2)CCOCCOCCN2CCC(CC2)C=2C=C1C(N(C(C1=CC2)=O)C2C(NC(CC2)=O)=O)=O